N-(2'-chlorobiphenyl-2-yl)-3-(difluoromethyl)-1H-pyrazole-4-carboxamide ClC1=C(C=CC=C1)C1=C(C=CC=C1)NC(=O)C=1C(=NNC1)C(F)F